ethyl 2-[benzyloxycarbonyl-[(E)-4-(4,4,5,5-tetramethyl-1,3,2-dioxaborolan-2-yl)but-3-enyl]amino]acetate C(C1=CC=CC=C1)OC(=O)N(CC(=O)OCC)CC\C=C\B1OC(C(O1)(C)C)(C)C